ClCC(=O)NCC1CCN(CC1)C(=O)C1(CCCCC1)NC1=CC=CC=C1 2-chloro-N-((1-(1-(phenylamino)cyclohexane-1-carbonyl)piperidin-4-yl)methyl)acetamide